5-{2-[(S)-1-cyclopropylethyl]-7-(methylsulfonylamino)-5-isoindolinoyl}-2-amino-1,4,7a-triaza-3-indenecarboxamide C1(CC1)[C@H](C)N1CC2=C(C=C(C=C2C1)C(=O)C1=NC2=C(C(=NN2C=C1)N)C(=O)N)NS(=O)(=O)C